(R)-3-(ethoxymethoxy)-4-(4-isopropyl-6-((1-methylpiperidin-3-yl)amino)pyridazin-3-yl)benzaldehyde C(C)OCOC=1C=C(C=O)C=CC1C=1N=NC(=CC1C(C)C)N[C@H]1CN(CCC1)C